N12CCN(C(CC1)CC2)C(=O)N2N=C(C1=C2CCC1)C=1N(N=C(C1)C(F)(F)F)C 1,4-diazabicyclo[3.2.2]nonan-4-yl-[3-[2-methyl-5-(trifluoromethyl)pyrazol-3-yl]-5,6-dihydro-4H-cyclopenta[c]pyrazol-1-yl]methanone